FC1(CCC(CC1)C(=O)NC=1N=CC2=CC=C(C=C2C1)C=1C=NN(C1)C)F 4,4-difluoro-N-(6-(1-methyl-1H-pyrazol-4-yl)isoquinolin-3-yl)cyclohexane-1-carboxamide